FC=1C=C(C=CC1)N1C(N(CC1)C1CN(CCC1)C=1N=NC(=CN1)C(=O)N)=O 3-(3-(3-(3-fluorophenyl)-2-oxoimidazolin-1-yl)piperidin-1-yl)-1,2,4-triazine-6-carboxamide